benzo[d]-thiazol-5-amine S1C=NC2=C1C=CC(=C2)N